3-(1-oxo-5-(((1r,2s)-2-phenoxycyclohexyl)oxy)isoindolin-2-yl)piperidine-2,6-dione O=C1N(CC2=CC(=CC=C12)O[C@H]1[C@H](CCCC1)OC1=CC=CC=C1)C1C(NC(CC1)=O)=O